N-(2-FORMYLPHENYL)CYCLOPROPANECARBOXAMIDE C(=O)C1=C(C=CC=C1)NC(=O)C1CC1